BrC1=CC=C(C=N1)OC=1C=C(C=C(C1)C1=CC(=CC(=C1)Cl)Cl)CN(C(OC(C)(C)C)=O)C tert-butyl ((5-((6-bromopyridin-3-yl)oxy)-3',5'-dichloro-[1,1'-biphenyl]-3-yl)methyl)(methyl)carbamate